F[P-](F)(F)(F)(F)F.C(CCCCCC)N1CC=C(C=C1)C1=CC=NC=C1 1-heptyl-[4,4'-bipyridine] (hexafluoro phosphate)